NC1=NC=NC=2N(C3=CC(=CC=C3C21)C(=O)OC)CC(=O)O 2-(4-amino-7-(methoxycarbonyl)-9H-pyrimido[4,5-b]indol-9-yl)acetic acid